O[C@@H]1C[C@H](N(C1)C([C@H](C(C)(C)C)NC(=O)C1=CC=C(C=N1)OCCCCCCC(=O)OC(C)(C)C)=O)C(NCC1=CC=C(C=C1)C1=C(N=CS1)C)=O tert-butyl 7-((6-(((S)-1-((2S,4R)-4-hydroxy-2-((4-(4-methylthiazol-5-yl)benzyl)carbamoyl)pyrrolidin-1-yl)-3,3-dimethyl-1-oxobutan-2-yl)carbamoyl)pyridin-3-yl)oxy)heptanoate